(S)-2-(((1-(4-fluoro-3-(trifluoromethyl) phenyl) cyclopropyl) (methoxycarbonyl) amino) methyl)-2-methylpyrrolidine-1-carboxylate FC1=C(C=C(C=C1)C1(CC1)N(C(=O)OC)C[C@]1(N(CCC1)C(=O)[O-])C)C(F)(F)F